(4-(2,4-dihydroxyphenyl)thiazol-2-yl)isobutyramide OC1=C(C=CC(=C1)O)C=1N=C(SC1)C(C(=O)N)(C)C